2-chloro-4-(1-cyclopropyl-1H-indol-3-yl)furo[3,4-d]pyrimidin-7(5H)-one ClC=1N=C(C2=C(N1)C(OC2)=O)C2=CN(C1=CC=CC=C21)C2CC2